CC1=CC(=NO1)C(=O)N[C@@H](CC(=O)N1C(CCCC1)C)C(N[C@@H](C)C=1NC(=CN1)C1=CC=CC=C1)=O 5-methyl-N-[(1S)-3-(2-methyl-1-piperidyl)-3-oxo-1-[[(1S)-1-(5-phenyl-1H-imidazol-2-yl)ethyl]carbamoyl]propyl]isoxazole-3-carboxamide